4-((3-fluoro-2-methoxyphenyl)amino)-2-methyl-6-((6-(trifluoromethyl)pyridin-2-yl)amino)-1,2-dihydro-3H-pyrazolo[3,4-b]pyridin-3-one FC=1C(=C(C=CC1)NC1=C2C(=NC(=C1)NC1=NC(=CC=C1)C(F)(F)F)NN(C2=O)C)OC